(2S,4R)-4-((4-nitrophenyl)sulfonylamino)pyrrolidine-1,2-dicarboxylic acid 1-allyl 2-methyl ester COC(=O)[C@H]1N(C[C@@H](C1)NS(=O)(=O)C1=CC=C(C=C1)[N+](=O)[O-])C(=O)OCC=C